C[C@@H]1CC[C@H]2[C@]13CCC(C3)C(=C)C2(C)C The molecule is a tricyclic hydrocarbon and sesquiterpene that is octahydro-1H-3a,6-methanoazulene which is substituted by a methylidene group at position 7 and by methyl groups at positions 3, 8, and 8. It is a sesquiterpene and a tricyclic hydrocarbon.